3-chloro-5-(8-fluoro-2-(((2R,7aS)-2-fluorotetrahydro-1H-pyrrolizin-7a(5H)-yl)methoxy)-4-morpholinopyrido[4,3-d]pyrimidin-7-yl)-4-(trifluoromethyl)aniline ClC=1C=C(N)C=C(C1C(F)(F)F)C1=C(C=2N=C(N=C(C2C=N1)N1CCOCC1)OC[C@]12CCCN2C[C@@H](C1)F)F